BrC1=C(C(=C(C(=O)O)C=C1)O)Br dibromohydroxybenzoic acid